C(CC)N(C=CCC)CCC N,N-di-n-propyl-N-(butenyl)amine